COC1=CC=C(C=C1)CO p-Anisyl alcohol